C12C(C3CC(CC(C1)C3)C2)COCCOCCNC(=O)C2=NN(C(=C2C)C2=CC=C(C=C2)Cl)C2=C(C=C(C=C2)Cl)Cl N-(2-(2-(((1r,3r,5r,7r)-adamantan-2-yl)methoxy)ethoxy)ethyl)-5-(4-chlorophenyl)-1-(2,4-dichlorophenyl)-4-methyl-1H-pyrazole-3-carboxamide